BrC=1C=CC(=C(C(=O)O)C1)OC(C)C(=O)O 5-bromo-2-(1-carboxyethoxy)benzoic acid